5-methoxy-α,α-dideuterio-N,N-dimethyltryptamine COC1=CC=C2NC=C(CC(N(C)C)([2H])[2H])C2=C1